CN(C1CCC(CC1)N1C(NC2=C1C=C(C(=C2)C=2C=C(C=1N(C2)N=CN1)OC)C(C)C)=O)C 1-((1S,4S)-4-(Dimethylamino)cyclohexyl)-6-isopropyl-5-(8-methoxy-[1,2,4]triazolo[1,5-a]pyridin-6-yl)-1,3-dihydro-2H-benzo[d]imidazol-2-on